1-{4-[(2-Amino-ethylamino)-methyl]-cyclohexylmethyl}-ethane-1,2-diamine NCCNCC1CCC(CC1)CC(CN)N